C1(=CC(=CC=C1)C1=NNC(=C1)[C@@H]1CN(C[C@H]1C1CC1)C#N)C1=CC=CC=C1 trans-3-(3-([1,1'-biphenyl]-3-yl)-1H-pyrazol-5-yl)-4-cyclopropylpyrrolidine-1-carbonitrile